CN1CCC(CC1)OC=1C=NC2=CC=C(C=C2N1)C1=CNC=2N=C(N=CC21)NCC2(CC2)C(F)(F)F 5-(3-((1-methylpiperidin-4-yl)oxy)quinoxalin-6-yl)-N-((1-(trifluoromethyl)cyclopropyl)methyl)-7H-pyrrolo[2,3-d]pyrimidin-2-amine